NC1=C(C(N(C2=CC(=CC=C12)C(F)(F)F)C1=CC(=CC=C1)C(C)O)=O)C(=O)OC methyl 4-amino-1-(3-(1-hydroxyethyl)phenyl)-2-oxo-7-(trifluoromethyl)-1,2-dihydroquinoline-3-carboxylate